7-cyclopropyl-5-ethyl-4-hydroxy-1-(o-tolyl)quinazolin-2(1H)-one C1(CC1)C1=CC(=C2C(=NC(N(C2=C1)C1=C(C=CC=C1)C)=O)O)CC